S(O)(O)(=O)=O.CN1C(CCC1)=O 1-methyl-2-pyrrolidone bisulfate